4,4'-dichloro-[1,1'-biphenyl] ClC1=CC=C(C=C1)C1=CC=C(C=C1)Cl